((3-(4-(4-chloro-2-fluorophenyl)piperidin-1-yl)-2-oxopyrrolidin-1-yl)sulfonyl)-N,N-dimethylbenzenesulfonamide ClC1=CC(=C(C=C1)C1CCN(CC1)C1C(N(CC1)S(=O)(=O)C1=C(C=CC=C1)S(=O)(=O)N(C)C)=O)F